BrC1=C(C=C2C(=NC(=NC2=C1F)OCC12COC(C1)(C2)C)N2CC1CCC(C2)N1C(=O)OC(C)(C)C)CC tert-butyl 3-(7-bromo-6-ethyl-8-fluoro-2-((1-methyl-2-oxabicyclo[2.1.1]hexane-4-yl) methoxy) quinazolin-4-yl)-3,8-diazabicyclo[3.2.1]octane-8-carboxylate